bis(cyclopentadienyl)bis[2,6-difluoro-3-(2,2-dimethyl-3-chloropropanoylamino)phenyl]titanium C1(C=CC=C1)[Ti](C1=C(C(=CC=C1F)NC(C(CCl)(C)C)=O)F)(C1=C(C(=CC=C1F)NC(C(CCl)(C)C)=O)F)C1C=CC=C1